C(C)(C)(C)C1=CC=C(C=C1)N1C2=CC=CC=C2C=2C=CC=C(C12)C1=CC(=CC=C1C)C 9-(4-tert-butylphenyl)-3,6-xylyl-9H-carbazole